1-{[(2S,4R)-4-fluoro-4-(2-hydroxypropan-2-yl)-5-oxopyrrolidin-2-yl]methoxy}-7-(propan-2-yloxy)isoquinoline-6-carboxamide F[C@]1(C[C@H](NC1=O)COC1=NC=CC2=CC(=C(C=C12)OC(C)C)C(=O)N)C(C)(C)O